R-3-((4-methoxybenzyl)thio)-N-((R)-3-((4-methoxybenzyl)thio)-1-(methylamino)-1-oxopropan-2-yl)-2-(methylamino)propionamide COC1=CC=C(CSC[C@@H](C(=O)N[C@H](C(=O)NC)CSCC2=CC=C(C=C2)OC)NC)C=C1